OCCNCCCCN N-hydroxyethyl-1,4-butylenediamine